tert-butyl (1R,5S,6r)-6-[hydroxy (4-methyl-2-thienyl) methyl]-3-azabicyclo[3.1.0]hexane-3-carboxylate OC(C1[C@H]2CN(C[C@@H]12)C(=O)OC(C)(C)C)C=1SC=C(C1)C